2-(4-(((4-(4-bromophenyl)-5-oxo-4,5-dihydro-1H-1,2,4-triazol-1-yl)methyl)thio)phenoxy)acetic acid BrC1=CC=C(C=C1)N1C=NN(C1=O)CSC1=CC=C(OCC(=O)O)C=C1